(S)-(1-((3',4'-dichloro-[1,1'-biphenyl]-4-yl)amino)-1-oxopent-2-yl)carbamic acid tert-butyl ester C(C)(C)(C)OC(N[C@H](C(=O)NC1=CC=C(C=C1)C1=CC(=C(C=C1)Cl)Cl)CCC)=O